C(C)(C)(C)C1=NC=C(C=N1)C(=O)NC=1C(=NC=CC1C1=NC=CC=C1F)C1CCC(CC1)(F)F 2-(tert-butyl)-N-(2'-(4,4-difluorocyclohexyl)-3-fluoro-[2,4'-bipyridin]-3'-yl)pyrimidine-5-carboxamide